(S)-N-(chroman-4-yl)-2-(piperidin-4-yl)benzo[d]thiazole-6-carboxamide O1CC[C@@H](C2=CC=CC=C12)NC(=O)C1=CC2=C(N=C(S2)C2CCNCC2)C=C1